C(C)N1C2=NC(=NC(=C2N=C1CC(=O)OCC)N1CCOCC1)N1N=C(C(=C1)C1=CC=CC=C1)OC ethyl 2-(9-ethyl-2-(3-methoxy-4-phenyl-1H-pyrazol-1-yl)-6-morpholino-9H-purin-8-yl)acetate